ClC=1C=C(OC=2C=C(C=C(C2)C)C=2C3=C(C(N(C2)C)=O)NC(=C3)C(=O)NC3CCC(CC3)O)C=CC1C 4-(3-(3-chloro-4-methylphenoxy)-5-methylphenyl)-N-((1s,4s)-4-hydroxycyclohexyl)-6-methyl-7-oxo-6,7-dihydro-1H-pyrrolo[2,3-c]pyridine-2-carboxamide